CS(=O)(=O)C1=C(C(=CC=C1)C1=CC=CC=C1)C(=O)NCC1(NC(NC1=O)=O)C=1N=CSC1C (methylsulfonyl)-N-{[4-(5-methyl-1,3-thiazol-4-yl)-2,5-dioxoimidazolidin-4-yl]methyl}[biphenyl]-2-carboxamide